Disodium Oleyl Phosphate P(=O)(OCCCCCCCC\C=C/CCCCCCCC)([O-])[O-].[Na+].[Na+]